5-((1,4-oxazepan-3-yl)methoxy)-7-bromo-6-chloro-8-fluoro-2-(methylthio)quinazolin-4-ol O1CC(NCCC1)COC1=C2C(=NC(=NC2=C(C(=C1Cl)Br)F)SC)O